2-cyano-3,5-diethoxypyridin-4-one C(#N)C1=NC=C(C(C1OCC)=O)OCC